dimethyl-N,N'-bis(tert-butyldimethylsilyl)ethylenediamine CN(CCN([Si](C)(C)C(C)(C)C)C)[Si](C)(C)C(C)(C)C